C(=CCC)C1=CC=C(C=C1)P(C1=CC=C(C=C1)C=CCC)C1=CC=C(C=C1)C=CCC tris(4-butenyl-phenyl)phosphine